C(C)(C)(C)NCCOC(C(=C)C)=O 2-(tert-butylamino)ethylmethacrylate